S(N)(OCC[C@@H]1OC(O[C@H]1C1=C(C=CC=C1)Cl)(CC)CC)(=O)=O 2-((4S,5S)-5-(2-chlorophenyl)-2,2-diethyl-1,3-dioxolan-4-yl)ethyl sulfamate